N1C=C(C2=CC=CC=C12)CCC1N(CCC=2C=C3C(=CC12)OCO3)CC3=CC=NC=C3 5-(2-(1H-indol-3-yl)ethyl)-6-(pyridin-4-ylmethyl)-5,6,7,8-tetrahydro-[1,3]dioxolo[4,5-g]isoquinoline